CS(=O)(=O)C1=CC=C(S1)NCC#CC=1N(C=2C=CC=C(C2C1)NC1CCN(CC1)C)CC(F)(F)F 2-{3-[(5-methanesulfonylthiophen-2-yl)amino]prop-1-yn-1-yl}-N-(1-methylpiperidin-4-yl)-1-(2,2,2-trifluoroethyl)-1H-indol-4-amine